BrC1=C(SC=C1)CC(C)C 3-bromo-2-isobutylthiophene